cyclopentyl 4-hydroxy-3-(hydroxymethyl)butanoate OCC(CC(=O)OC1CCCC1)CO